1-(5-Bromo-3-nitropyridin-2-yl)-N-(2-methoxyethyl)-N-methylazetidin-3-amine BrC=1C=C(C(=NC1)N1CC(C1)N(C)CCOC)[N+](=O)[O-]